F[C@@H]1[C@H](CN(CC1)C(=O)OC(C)(C)C)NC1=NC(=CC=C1)C1=CN=C2N1C=CC(=C2)C(NC)=O tert-butyl (3S,4S)-4-fluoro-3-[[6-[7-(methylcarbamoyl)imidazo[1,2-a]pyridin-3-yl]-2-pyridyl]amino]piperidine-1-carboxylate